CC1=CC=C(C=C1)S(=O)(=O)O.NC/C(/COC1=CC2=C(N=C(O2)N(CCC)C)C=C1)=C\F (E)-6-((2-(aminomethyl)-3-fluoroallyl)oxy)-N-methyl-N-propylbenzo[d]oxazol-2-amine 4-methylbenzenesulfonate